NC1CCC12CN(CC2)C2=C(C=NC=1NC3=C(C=C(C(=C3C12)F)F)NC)C=1C=NC=C(C#N)C1 5-(4-(1-amino-6-azaspiro[3.4]octan-6-yl)-5,6-difluoro-8-(methylamino)-9H-pyrido[2,3-b]indol-3-yl)nicotinonitrile